8-bromo-6-chloro-3-methyl-2-phenyl-2,3-dihydropyrido[3,4-d]pyrimidin-4(1H)-one BrC1=NC(=CC2=C1NC(N(C2=O)C)C2=CC=CC=C2)Cl